6,6a,7,8,9,10-hexahydro-5H-pyrazino[1',2':1,6]pyrido[2,3-d]pyrimidine N1=CN=CC2=C1N1C(CC2)CNCC1